FC(C1(CC1)C=1C=C(C=CC1)N1CC2=C(C=C(C=C2C1=O)C=O)C(F)(F)F)(C1=NN=CN1C)F 2-(3-(1-(difluoro(4-methyl-4H-1,2,4-triazol-3-yl)methyl)cyclopropyl)phenyl)-3-oxo-7-(trifluoromethyl)isoindoline-5-carbaldehyde